2-((2s,4s)-5-chloro-6-fluoro-2-phenyl-2-((S)-pyrrolidin-2-yl)-2,3-dihydrobenzofuran-4-yl)-3-fluoro-4-(2-hydroxyethoxy)-N-methylbenzamide ClC=1C(=CC2=C(C[C@@](O2)([C@H]2NCCC2)C2=CC=CC=C2)C1C1=C(C(=O)NC)C=CC(=C1F)OCCO)F